5-(1'-(4,8-dimethoxy-quinoline-2-carbonyl)-1-oxo-spiro[isochroman-3,4'-piperidin]-7-yl)nicotinic acid COC1=CC(=NC2=C(C=CC=C12)OC)C(=O)N1CCC2(CC1)OC(C1=CC(=CC=C1C2)C=2C=NC=C(C(=O)O)C2)=O